C(=O)(O)C1=CC=C(C=C1)N1C[C@@]2([C@@H](N[C@H]([C@@H]2C2=C(C=CC=C2)Cl)C(=O)NC2=C(C=C(C(=O)O)C=C2)OC)CC(C)(C)C)C2=CC(=CC=C12)Cl 4-((2'S,3S,4'S,5'R)-1-(4-carboxyphenyl)-5-chloro-4'-(2-chlorophenyl)-2'-neopentyl-spiro[indoline-3,3'-pyrrolidine]-5'-carboxamido)-3-methoxybenzoic acid